C(CCCCCCCC=CCCCCCCCC)(=O)NCCCC(=O)O N-(9-octadecenoyl)-gamma-aminobutyric acid